CC(=O)[C@@]1([C@@H]([C@H](OC([C@@]1(C(=O)C)N(C(=O)C)C(=O)CN=[N+]=[N-])(C(=O)C)O)CO)O)O Tetraacetyl-N-Azidoacetylmannosamine